((S)-1-(2,4,6-trifluorophenoxy)ethyl)-[1,2,4]triazolo-[4,3-a]pyridine FC1=C(O[C@@H](C)C2=NN=C3N2C=CC=C3)C(=CC(=C1)F)F